CC1=CC=C(C=C1)S(=O)(=O)OCCOCCOCCOC1=CC(=C(C=C1)NC1=NC=C(C(=N1)NCC1=CC(=CC=C1)N(S(=O)(=O)C)C)C(F)(F)F)C 2-(2-(2-(3-Methyl-4-((4-((3-(N-methylmethylsulfonamido)benzyl)amino)-5-(trifluoromethyl)pyrimidin-2-yl)amino)phenoxy)ethoxy)ethoxy)ethyl 4-methylbenzenesulfonate